[Br-].NCCN(N)C1=CC=CC=C1 aminoethyl-phenylhydrazine bromide salt